(2S,6R)-2,6-dimethyl-4-(3-(1-(2-morpholinoethyl)-1H-pyrazol-4-yl)imidazo[1,2-b]pyridazin-6-yl)morpholine C[C@H]1CN(C[C@H](O1)C)C=1C=CC=2N(N1)C(=CN2)C=2C=NN(C2)CCN2CCOCC2